1-(2-methylphenyl)-4-{4-[(7-trifluoromethylquinolin-4-yl)amino]benzoyl}piperazine CC1=C(C=CC=C1)N1CCN(CC1)C(C1=CC=C(C=C1)NC1=CC=NC2=CC(=CC=C12)C(F)(F)F)=O